NC1=CC=C(N=N1)N1C[C@H](N([C@H](C1)C)C(=O)OC(C)(C)C)C tert-butyl (2R,6S)-4-(6-aminopyridazin-3-yl)-2,6-dimethylpiperazine-1-carboxylate